NC1CCC(CC1)NC1=NC=CC(=N1)C=1C(=NC=CC1)OC1=C(C=C(C=C1F)NS(=O)(=O)CCC)Cl N-(4-((3-(2-(((1r,4r)-4-aminocyclohexyl)amino)pyrimidin-4-yl)pyridin-2-yl)oxy)-3-chloro-5-fluorophenyl)propane-1-sulfonamide